FC=1C=C(C=CC1)S(=O)(=O)N1CCNCC1 4-[(3-fluorophenyl)sulfonyl]piperazine